C(C)(C)(C)OC(=O)N1CC2=CC(=C(C=C2CC1)C#N)N.C(C)O[Si](C(C)N(C(C)=O)C)(OCC)OCC N-1-(triethoxysilyl)ethyl-N-methylacetamide tert-butyl-7-amino-6-cyano-3,4-dihydroisoquinoline-2(1H)-carboxylate